N[C@H]1CN(C[C@@H](C1)F)C(=O)C1=CC2=C(N(C(=N2)C2=CC=3C(=NC(=CC3)C=3C=CC(=C(C3)O)CO)N2CC2CC2)C)C(=C1)OC 5-(2-{5-[(3R,5R)-3-amino-5-fluoropiperidine-1-carbonyl]-7-methoxy-1-methyl-1H-1,3-benzodiazol-2-yl}-1-(cyclopropylmethyl)-1H-pyrrolo[2,3-b]pyridin-6-yl)-2-(hydroxymethyl)phenol